indole ethyl-acetate C(C)OC(C)=O.N1C=CC2=CC=CC=C12